O[C@@H]([C@@H](C)[C@H]1CC[C@H]2[C@@H]3CC[C@@H]4C[C@@](CC[C@@]4([C@H]3CC[C@]12C)C)(O)C(F)(F)F)\C=C/C (3R,5R,8R,9S,10S,13S,14S,17R)-17-((2S,3R,Z)-3-hydroxyhex-4-en-2-yl)-10,13-dimethyl-3-(trifluoromethyl)hexadecahydro-1H-cyclopenta[a]phenanthren-3-ol